ClC=1C(=CC(=C(NC([2H])([2H])[2H])C1)F)F 5-chloro-2,4-difluoro-N-(methyl-d3)aniline